2-[(S)-[(5S,7S)-7-fluoro-5-(3-fluorophenyl)-6,7-dihydro-5H-pyrrolo[1,2-b][1,2,4]triazol-2-yl]sulfinyl]acetonitrile F[C@H]1C[C@H](N2N=C(N=C21)[S@@](=O)CC#N)C2=CC(=CC=C2)F